C(C)(C)(C)OC(CC(C[C@H](CCl)O)=O)=O (5R)-6-chloro-5-hydroxy-3-oxohexanoic acid tert-butyl ester